[Si](C)(C)(C(C)(C)C)O[C@@H]1[C@H](N(CCC1)C(=O)OC(C)(C)C)CCCO Tert-butyl (2R,3S)-3-((tert-butyldimethylsilyl)oxy)-2-(3-hydroxypropyl)piperidine-1-carboxylate